4-[2-[(2R)-3-(3,4-dihydro-1H-isoquinolin-2-yl)-2-hydroxy-propyl]-1-oxo-3,4-dihydroisoquinolin-6-yl]piperidine-1-carboxylic acid tert-butyl ester C(C)(C)(C)OC(=O)N1CCC(CC1)C=1C=C2CCN(C(C2=CC1)=O)C[C@@H](CN1CC2=CC=CC=C2CC1)O